N-hydroxy-6-(4-(methyl-(2-oxo-2H-chromen-4-yl)amino)phenyl)hexanamide ONC(CCCCCC1=CC=C(C=C1)N(C1=CC(OC2=CC=CC=C12)=O)C)=O